ClC1=C(C=CC=C1)[C@@H]([C@H](C)C=1N(C(C(=C(N1)C(=O)NC=1C=NOC1)O)=O)C)C=1C=NC(=NC1)C 2-((1s,2s)-1-(2-chlorophenyl)-1-(2-methylpyrimidin-5-yl)propan-2-yl)-5-hydroxy-N-(isoxazol-4-yl)-1-methyl-6-oxo-1,6-dihydropyrimidine-4-carboxamide